1,8-dihydroxy-naphthalene OC1=CC=CC2=CC=CC(=C12)O